((1R,5S,6s)-6-((6-(4-fluorophenyl)-4-(2-methylpyrrolidin-2-yl)pyridin-2-yl)oxy)-3-azabicyclo[3.1.0]hexan-3-yl)(2-methyl-8-(trifluoromethyl)imidazo[1,2-a]pyridin-6-yl)methanone FC1=CC=C(C=C1)C1=CC(=CC(=N1)OC1[C@@H]2CN(C[C@H]12)C(=O)C=1C=C(C=2N(C1)C=C(N2)C)C(F)(F)F)C2(NCCC2)C